BrC=1C=C(COCC2CN(CC23CN(C3)C(=O)C3(CC3)C(F)(F)F)C(=O)C=3C=NN(C3)CC3=C(C(=O)OC(C)(C)C)C=CC=C3)C=CC1 tertbutyl 2-((4-(8-(((3-bromobenzyl)oxy)methyl)-2-(1-(trifluoromethyl)cyclopropane-1-carbonyl)-2,6-diazaspiro[3.4]octane-6-carbonyl)-1H-pyrazol-1-yl)methyl)benzoate